C(C)C(CC)C1=C(C(=CC=C1)C(CC)CC)[NH+]1[CH-]N(C(=C1Cl)Cl)C1=C(C=CC=C1C(CC)CC)C(CC)CC 1,3-bis[2,6-bis(1-ethylpropyl)phenyl]-4,5-dichloro-2H-imidazol-1-ium-2-ide